rac-2-{3-[(3,3-Difluorocyclobutyl)oxy][1,4'-bipiperidin]-1'-yl}-N-[(3,5-difluoropyridin-2-yl)methyl]-1,3-thiazole-5-carboxamide FC1(CC(C1)O[C@H]1CN(CCC1)C1CCN(CC1)C=1SC(=CN1)C(=O)NCC1=NC=C(C=C1F)F)F |r|